(2R,3S,5R)-3-[(tert-butyldimethylsilyl)oxy]-2-{[(tert-butyldimethylsilyl)oxy]methyl}-5-(2,4-dioxo-3H-pyrimidin-1-yl)oxolane-2-carbaldehyde [Si](C)(C)(C(C)(C)C)O[C@@H]1[C@@](O[C@H](C1)N1C(NC(C=C1)=O)=O)(C=O)CO[Si](C)(C)C(C)(C)C